C1(CCC1)N1N=CC(=C1)NC(C1=NC(=CC=C1)N1CCCCC1)=O N-(1-cyclobutyl-1H-pyrazol-4-yl)-6-(piperidin-1-yl)picolinamide